7-Bromo-2-ethyl-6-methoxy-4-methyl-2H-benzo[b][1,4]oxazin-3(4H)-one BrC=1C(=CC2=C(OC(C(N2C)=O)CC)C1)OC